strontium thiogallate C(C1=CC(O)=C(O)C(O)=C1)(=S)[O-].[Sr+2].C(C1=CC(O)=C(O)C(O)=C1)(=S)[O-]